Oxa-2-azaspiro[3.4]octane O1NCC12CCCC2